C(#N)C=1C=C(C=CC1)C([C@@H](C(=O)N[C@H](C(=O)N(C)[C@H](/C=C(/C(=O)O)\C)C(C)C)C(C)(C)C)NC)(C)C (S,E)-4-((S)-2-((S)-3-(3-Cyanophenyl)-3-methyl-2-(methylamino)butanamido)-N,3,3-trimethylbutanamido)-2,5-dimethylhex-2-enoic acid